(4-methoxyphenyl)(methyl)((4-((5-(trifluoromethyl)-1,2,4-oxadiazol-3-yl)methyl)phenyl)imino)-λ6-sulfanone COC1=CC=C(C=C1)S(=O)(=NC1=CC=C(C=C1)CC1=NOC(=N1)C(F)(F)F)C